5-((2-cyclopropyl-2-azaspiro[3.3]heptan-6-yl)oxy)picolinimidamide C1(CC1)N1CC2(C1)CC(C2)OC=2C=CC(=NC2)C(N)=N